2-(2-sulfanyl-phenyl)-butyric acid SC1=C(C=CC=C1)C(C(=O)O)CC